FC1CC2(CN(C2)CC=2NC3=CC(=CC=C3C2)CNC(=O)C=2N=C3N(C(C2)=O)C=CC=C3)C1 N-{[2-({6-fluoro-2-azaspiro[3.3]heptan-2-yl}methyl)-1H-indol-6-yl]methyl}-4-oxo-4H-pyrido[1,2-a]pyrimidine-2-carboxamide